C(C)(C)(C)OC(=O)N1CCC(CC1)N1N=C(C(=C1)N)C(F)(F)F 4-(4-amino-3-(trifluoromethyl)-1H-pyrazol-1-yl)piperidine-1-carboxylic acid tert-butyl ester